FC1=CC(=C(C=C1)Cl)Cl 4-fluoro-1,2-dichlorobenzene